2-(4-(dimethylamino)bicyclo[2.2.2]octan-1-yl)-2,4-dimethyl-9-vinyl-7,8-dihydro-[1,3]dioxolo[4,5-g]isoquinolin-5(6H)-one CN(C12CCC(CC1)(CC2)C2(OC=1C(=C(C=3CCNC(C3C1C)=O)C=C)O2)C)C